3-(azetidine-1-carbonyl)bicyclo[1.1.1]pentan-1-yl (1-(4-(2,6-dioxopiperidin-3-yl)-3,5-difluorophenyl) azetidin-3-yl)carbamate O=C1NC(CCC1C1=C(C=C(C=C1F)N1CC(C1)NC(OC12CC(C1)(C2)C(=O)N2CCC2)=O)F)=O